(R)-N-(4-(3-((5-(trifluoromethyl)pyrimidin-2-yl)amino)pyrrolidine-1-carbonyl)phenyl)acrylamide FC(C=1C=NC(=NC1)N[C@H]1CN(CC1)C(=O)C1=CC=C(C=C1)NC(C=C)=O)(F)F